[Ca+2].C1(=CC=CC=2C3=CC=C4C=CC5=C(C4=C3C3=C(C12)C=CC=C3)C=CC=C5)S(=O)(=O)[O-].C5(=CC=CC=3C1=CC=C2C=CC4=C(C2=C1C1=C(C53)C=CC=C1)C=CC=C4)S(=O)(=O)[O-] dibenzochrysenesulfonic acid calcium salt